(S)-(4-(1-aminoethyl)thiazol-2-yl)(1H-pyrrolo[3,2-b]pyridin-3-yl)methanone N[C@@H](C)C=1N=C(SC1)C(=O)C1=CNC=2C1=NC=CC2